7-amino-24-[(2,6-difluorophenyl)(hydroxy)methyl]-5α-cholane-3β,4β-diol NC1[C@H]2[C@@H]3CC[C@H]([C@@H](CCCC(O)C4=C(C=CC=C4F)F)C)[C@]3(CC[C@@H]2[C@]2(CC[C@@H]([C@@H]([C@@H]2C1)O)O)C)C